N2-(2-(1H-1,2,4-triazol-1-yl)ethyl)-N3-phenyl-[1,1'-biphenyl]-2,3-diamine N1(N=CN=C1)CCNC1=C(C=CC=C1NC1=CC=CC=C1)C1=CC=CC=C1